6-[(1S,4S,5R)-5-{[3-(2,6-dichlorophenyl)-5-(1-fluorocyclopropyl)-1,2-oxazol-4-yl]methoxy}-2-azabicyclo[2.2.1]heptan-2-yl]-5-fluoropyridine-3-carboxylic acid ClC1=C(C(=CC=C1)Cl)C1=NOC(=C1CO[C@H]1[C@@H]2CN([C@H](C1)C2)C2=C(C=C(C=N2)C(=O)O)F)C2(CC2)F